tert-butyl (3-(7-carbamoyl-5,6-difluoro-2-methyl-1H-indol-4-yl)cyclohex-3-en-1-yl)carbamate C(N)(=O)C=1C(=C(C(=C2C=C(NC12)C)C=1CC(CCC1)NC(OC(C)(C)C)=O)F)F